N-(2-amino-3-fluoro-4-((4-(trifluoromethyl)benzyl)amino)phenyl)-8,9-difluorononanamide NC1=C(C=CC(=C1F)NCC1=CC=C(C=C1)C(F)(F)F)NC(CCCCCCC(CF)F)=O